C([C@@H](O)C)(=O)OC1CC(CCC1C(C)C)C menthyl L-lactate